CS(=O)(=O)N1CC2(C3=CC=CC(=C13)NC1=NC(=NC=C1)N)CC2 N4-(1'-(methylsulfonyl)spiro[cyclopropane-1,3'-indolin]-7'-yl)pyrimidine-2,4-diamine